(R)-N-(3,3-difluoro-1-(methyl-d3)piperidin-4-yl)-6-fluoro-4-(methoxy-d3)-5-(1-(2,2,2-trifluoroethyl)-1H-benzo[d][1,2,3]triazol-6-yl)pyrrolo[2,1-f][1,2,4]triazin-2-amine FC1(CN(CC[C@H]1NC1=NN2C(C(=N1)OC([2H])([2H])[2H])=C(C(=C2)F)C=2C=CC1=C(N(N=N1)CC(F)(F)F)C2)C([2H])([2H])[2H])F